3-fluoro-4-(piperidin-4-yloxy)pyridine hydrochloride Cl.FC=1C=NC=CC1OC1CCNCC1